Br(=O)(=O)(=O)O.[Li] lithium perbromic acid